(E)-3-(3-(3,5-bis(trifluoromethyl)phenyl)-1H-1,2,4-triazol-1-yl)-2-(6-fluoropyridin-3-yl)acrylamide FC(C=1C=C(C=C(C1)C(F)(F)F)C1=NN(C=N1)/C=C(/C(=O)N)\C=1C=NC(=CC1)F)(F)F